S1C(=NC=C1)C=1N=NN(C1)[C@@H]1[C@H]([C@@H](SC=2C=NC(=C(C2)Cl)C#N)O[C@@H]([C@@H]1O)CO)O 5-chloro-6-cyano-pyridin-3-yl 3-deoxy-3-[4-(2-thiazolyl)-1H-1,2,3-triazol-1-yl]-1-thio-alpha-D-galactopyranoside